Benzyl 8-fluoro-6-[2-methyl-1-[(2-methylpropan-2-yl)oxy]-1-oxopropan-2-yl]oxy-3,4-dihydro-1H-isoquinoline-2-carboxylate FC=1C=C(C=C2CCN(CC12)C(=O)OCC1=CC=CC=C1)OC(C(=O)OC(C)(C)C)(C)C